((5-methylthiophen-2-yl)methyl)quinazolin-4-amine CC1=CC=C(S1)CC1=NC2=CC=CC=C2C(=N1)N